N[C@]1(CN(CC1)C1=C(C(=CC(=C1Cl)Cl)Br)CN1C2=NC=NC(=C2N=C1)N)C(=O)NC1CC1 (R)-3-amino-1-(2-((6-amino-9H-purin-9-yl)methyl)-3-bromo-5,6-dichlorophenyl)-N-cyclopropylpyrrolidine-3-carboxamide